FC=1C(=NC=C(C1N1CC=CC=C1C)C)C1=C(C=NC=C1)F 3',3''-difluoro-5',6-dimethyl-2H-[1,4':2',4''-terpyridin]